NC1=NC(=CC(=N1)N1CCC2(C[C@H](NC2)C(=O)OCC)CC1)O[C@@H](C(F)(F)F)C1=C(C=C(C=C1)Cl)C1=CC(=CC=C1)S(NC)(=O)=O (S)-ethyl 8-(2-amino-6-((R)-1-(5-chloro-3'-(N-methylsulfamoyl)-[1,1'-biphenyl]-2-yl)-2,2,2-trifluoroethoxy)pyrimidin-4-yl)-2,8-diazaspiro[4.5]decane-3-carboxylate